NC[C@H](CC1=CC(=CC=C1)OCC(CC)CC)O (S)-1-amino-3-(3-(2-ethylbutoxy)phenyl)propan-2-ol